6,6,6-Trifluoro-2,2-dimethyl-3,5-Hexandion FC(C(CC(C(C)(C)C)=O)=O)(F)F